C(C)N(CCO)CC N,N-diethylmonoethanolamine